ethyl 5-(hydroxymethyl)-1,2-oxazole-3-carboxylate OCC1=CC(=NO1)C(=O)OCC